tert-butyl 11-chloro-9-fluoro-10-(2-fluoro-6-((4-methoxybenzyl) oxy) phenyl)-7-iodo-1,5-dihydro-2H-pyrido[4',3':4,5]pyrano[2,3-c]quinoline-3(4H)-carboxylate ClC1=CC=2C3=C(C(=NC2C(=C1C1=C(C=CC=C1OCC1=CC=C(C=C1)OC)F)F)I)OCC1=C3CCN(C1)C(=O)OC(C)(C)C